CC1(OCC=2C=NC(=CC21)C2=CC(=C(C=C2F)[C@H](C)NC2=NC=CC1=C2CN(C1=O)CC)F)C (S)-4-((1-(4-(1,1-dimethyl-1,3-dihydrofuro[3,4-c]pyridin-6-yl)-2,5-difluorophenyl)ethyl)amino)-2-ethyl-2,3-dihydro-1H-pyrrolo[3,4-c]pyridin-1-one